FC(=C(C(=O)[O-])C(C(C(C(C(C(C(C(C(C(F)(F)F)(F)F)(F)F)(F)F)(F)F)(F)F)(F)F)(F)F)(F)F)(F)F)F perfluorodecylacrylat